FC=1C=C(C=CC1)C=1C=NC(=NC1)NC=1C=C(C(=O)NC2=CC(=CC=C2)[N+](=O)[O-])C=CC1 3-((5-(3-fluorophenyl)pyrimidin-2-yl)amino)-N-(3-nitrophenyl)benzamide